(3S,4R)-3-((R)-5H-imidazo[5,1-a]isoindol-5-yl)oxepan-4-ol C=1N=CN2C1C1=CC=CC=C1[C@H]2[C@H]2COCCC[C@H]2O